3-(4-chlorophenyl)but-3-en-2-one ClC1=CC=C(C=C1)C(C(C)=O)=C